FC=1C(=NC=C(C1)OCF)N1C(N(C=2C=NC=3C=C(C(=CC3C21)C=2C=NN(C2)C)OC)C)=O 1-(3-Fluoro-5-fluoromethoxypyridin-2-yl)-7-methoxy-3-methyl-8-(1-methyl-1H-pyrazol-4-yl)-1,3-dihydroimidazo-[4,5-c]quinolin-2-one